C(C1=CC=CC=C1)N=C(C)C(=CC)C N-benzyl-3-methylpent-3-en-2-imine